COC1=CC(=CC(=C1)C=CC1=CC=C(C=C1)OC)OC 1,3-dimethoxy-5-(4-methoxystyryl)benzene